ClCC=1N(C=CC1)C (R)-2-chloromethyl-1-methyl-pyrrole